NC1=NN2C(N=C(C=C2)C([2H])F)=C1C(=O)O 2-amino-5-(fluoromethyl-d)pyrazolo[1,5-a]pyrimidine-3-carboxylic acid